CC1=NC=CC(=C1)C1=NNC2=NC=C(C=C21)C(=O)N[C@H]2CNC[C@@H]2C2=C(C=CC=C2)C(F)(F)F 3-(2-methylpyridin-4-yl)-N-((3R,4S)-4-(2-(trifluoromethyl)phenyl)pyrrolidin-3-yl)-1H-pyrazolo[3,4-b]pyridine-5-amide